5-fluoro-1,3-dimethyl-benzimidazol-2-one FC1=CC2=C(N(C(N2C)=O)C)C=C1